(R)-N-(3-(cyclopentylsulfonyl)phenyl)-6-((1-hydroxypropan-2-yl)amino)-2-(6-azaspiro[2.5]octan-6-yl)nicotinamide C1(CCCC1)S(=O)(=O)C=1C=C(C=CC1)NC(C1=C(N=C(C=C1)N[C@@H](CO)C)N1CCC2(CC2)CC1)=O